OC1=CC=C(C=C1)C(C1=CC=C(C=C1)O)C1=CC=C(C=C1)O tris(4-hydroxyphenyl)-methane